[Si](C)(C)(C(C)(C)C)O[C@@H]1[C@H](CC(C1)(C)C)C(=O)ONC(OC(C)(C)C)=O tert-butyl (((1S,2S)-2-((tert-butyldimethylsilyl)oxy)-4,4-dimethylcyclopentane-1-carbonyl)oxy)carbamate